2-(3-methoxyazetidin-1-yl)nicotinaldehyde COC1CN(C1)C1=C(C=O)C=CC=N1